C(C)(=O)C1=NN(C2=CC=C(C=C12)C=1C=NC(=NC1)C)CC(=O)N1[C@@H](C[C@H](C1)F)C(=O)NC1=NC(=CC=C1C)OCC(F)(F)F (2S,4R)-1-(2-(3-acetyl-5-(2-methylpyrimidin-5-yl)-1H-indazol-1-yl)acetyl)-4-fluoro-N-(3-methyl-6-(2,2,2-trifluoroethoxy)pyridin-2-yl)pyrrolidine-2-carboxamide